5-(5-(difluoromethyl)-1,2,4-oxadiazol-3-yl)-N-(2-methylpyridin-4-yl)-2,3-dihydro-1H-indene-1-carboxamide FC(C1=NC(=NO1)C=1C=C2CCC(C2=CC1)C(=O)NC1=CC(=NC=C1)C)F